C1(CC1)C1=NN2C(C=C(C=C2C)N2CC3(C2)CN(C3)C(=O)C3CN(CC3)C)=C1N(C=1SC(=C(N1)C1=CC=C(C=C1)F)C#N)C 2-((2-cyclopropyl-7-methyl-5-(6-(1-methylpyrrolidine-3-carbonyl)-2,6-diazaspiro[3.3]heptan-2-yl)pyrazolo[1,5-a]pyridin-3-yl)(methyl)amino)-4-(4-fluorophenyl)thiazole-5-carbonitrile